C(C)(C)(C)C1=CC(=NC=C1)C1=C(C=CC=C1)OC 4-(tert-butyl)-2-(2-methoxyphenyl)pyridine